O1C(=CC=C1)C1=NC(=CC=2N1N=C(N2)C(F)(F)F)NC(=O)C2CC2 N-[5-(furan-2-yl)-2-(trifluoromethyl)-[1,2,4]triazolo[1,5-c]pyrimidin-7-yl]cyclopropanecarboxamide